ClC1=C2C(C(=O)OC2=O)=C(C=C1)Cl 3,6-dichlorophthalic anhydride